ClC1=CC(=C(C=2OC3(CCC(CC3)CN(C)C)OC21)C)C(=O)NCC=2C(NC(=CC2Cl)C)=O rel-(2s,4's)-4-chloro-N-[(4-chloro-6-methyl-2-oxo-1H-pyridin-3-yl)methyl]-4'-[(dimethylamino)methyl]-7-methylspiro[1,3-benzodioxole-2,1'-cyclohexane]-6-carboxamide